4-bromoimidazole BrC=1N=CNC1